N-((S)-1-(2-((S)-2-Cyanopyrrolidin-1-yl)-2-oxoethyl)pyrrolidin-3-yl)benzofuran-5-carboxamid C(#N)[C@H]1N(CCC1)C(CN1C[C@H](CC1)NC(=O)C=1C=CC2=C(C=CO2)C1)=O